C[C@H]1CN2C(C=3C=NN=C(C31)[C@@](C(F)(F)F)(C)O)=CC(=N2)C23CC(C2)(C3)C(=O)OC methyl 3-[(R)-5-methyl-4-((R)-1,1,1-trifluoro-2-hydroxypropan-2-yl)-5,6-dihydropyrazolo[1',5':1,2]pyrido[3,4-d]pyridazin-9-yl]bicyclo[1.1.1]pentane-1-carboxylate